O1C(=NC2=C1C=CC=C2)C(=O)[C@H]2N(C[C@H](C2)F)C(CNC(=O)C2=CC=NC1=CC=C(C=C21)C2=CC=C(C(=O)O)C=C2)=O 4-(4-(2-((2S,4S)-2-(Benzo[d]oxazole-2-carbonyl)-4-fluoropyrrolidin-1-yl)-2-oxoethylcarbamoyl)quinolin-6-yl)benzoic acid